BrC1=CC=C2[C@@H](COC(C2=C1)(C)C)NC (S)-7-bromo-N,1,1-trimethylisochroman-4-amine